C(=O)O.NC[C@@H]1C[C@@H](CC1)N(C1=C2CN(C(C2=CC=C1)=O)C1C(NC(CC1)=O)=O)CCCCC 3-(4-(((1R,3S)-3-(aminomethyl)cyclopentyl)(pentyl)amino)-1-oxoisoindolin-2-yl)piperidine-2,6-dione, Formic Acid salt